di-butyl phosphate P(=O)(OCCCC)(OCCCC)[O-]